ClC1=CC2=C(NN=N2)C=C1 5-chlorobenzotriazol